4-((3-(3-(((3S,4S)-3-fluoro-1-methylpiperidin-4-yl)amino)-1-(2,2,2-trifluoroethyl)-1H-indol-6-yl)prop-2-yn-1-yl)amino)-3-methoxybenzenesulfonamide F[C@H]1CN(CC[C@@H]1NC1=CN(C2=CC(=CC=C12)C#CCNC1=C(C=C(C=C1)S(=O)(=O)N)OC)CC(F)(F)F)C